ClC=1C=C(NC2(CCC3(C(=CC4=CC=CC=C34)CC(C(C)C)CO)CC2)C(=O)OC)C=CC1 methyl (1r,4r)-4-(3-chloroanilino)-2'-[2-(hydroxymethyl)-3-methylbutyl]spiro[cyclohexane-1,1'-indene]-4-carboxylate